benzo[b]thiophene oxalate C(C(=O)O)(=O)O.S1C2=C(C=C1)C=CC=C2